C(C=C)N(C(C(=O)OCC)=O)CC1=NC=C(C=C1F)Br ethyl 2-(allyl ((5-bromo-3-fluoropyridin-2-yl) methyl) amino)-2-oxoacetate